4-(CYCLOPROPYLMETHYLSULFONYL)PHENYLBORONIC ACID C1(CC1)CS(=O)(=O)C1=CC=C(C=C1)B(O)O